(E)-3-(6-aminopyridin-3-yl)-N-((7-methoxy-5-(4-(morpholinosulfonyl)phenyl)benzofuran-2-yl)methyl)acrylamide NC1=CC=C(C=N1)/C=C/C(=O)NCC=1OC2=C(C1)C=C(C=C2OC)C2=CC=C(C=C2)S(=O)(=O)N2CCOCC2